C(C)OC(=O)C1CC2=CC(=CC(=C2C1)F)O.BrC1=CC(=C(C=C1F)C(C)=O)NCC=C 1-[4-bromo-5-fluoro-2-(prop-2-en-1-ylamino)phenyl]ethanone ethyl-4-fluoro-6-hydroxy-2,3-dihydro-1H-indene-2-carboxylate